C1(CCC1)C=1C=C(C=CC1)C=1N=NN(C1)[C@H](C(=O)N1[C@@H](C[C@H](C1)O)C(=O)NC)C(C)(C)C (2S,4r)-1-[(2S)-2-[4-(3-cyclobutylphenyl)triazol-1-yl]-3,3-dimethyl-butyryl]-4-hydroxy-N-methyl-pyrrolidine-2-carboxamide